CC1N(C2=CC=CC=C2C1)S(=O)(=O)C1=CC=C(C(=O)O)C=C1 4-((2-methyldihydroindol-1-yl)sulfonyl)benzoic acid